C(C)(=O)NC1=CC=C(C=C1)C=1N=C2N(C=CC(=C2Cl)SC=2N=C(C(=NC2)N2CCC3(CC2)[C@@H](C2=CC=CC=C2C3)NC(OC(C)(C)C)=O)CO)C1 tert-Butyl (S)-(1'-(5-((2-(4-acetamidophenyl)-8-chloroimidazo[1,2-a]pyridin-7-yl)thio)-3-(hydroxymethyl)pyrazin-2-yl)-1,3-dihydrospiro[indene-2,4'-piperidine]-1-yl)carbamate